2-[5-methyl-4-(2-methyl-4-pyridyl)imidazol-1-yl]-N-(5-pyrazin-2-yl-2-pyridyl)acetamide CC1=C(N=CN1CC(=O)NC1=NC=C(C=C1)C1=NC=CN=C1)C1=CC(=NC=C1)C